4-(1-(1,1-dioxido-3-oxobenzo[d]isothiazol-2(3H)-yl)-2-(phenylselanyl)ethyl)benzoic acid O=S1(N(C(C2=C1C=CC=C2)=O)C(C[Se]C2=CC=CC=C2)C2=CC=C(C(=O)O)C=C2)=O